CO[C@@H]1CC[C@H](CC1)N1C(CNC=2C1=NC=CN2)=O 1-((trans)-4-methoxycyclohexyl)-3,4-dihydropyrazino[2,3-b]pyrazin-2(1H)-one